methyl 2-aminobenzo[d]thiazole-5-carboxylate NC=1SC2=C(N1)C=C(C=C2)C(=O)OC